7-amino-6-bromo-N-((1R)-1-(2,4-difluorophenyl)ethyl)-N-((5-(trifluoromethyl)-2-pyridinyl)methyl)-1,8-naphthyridine-3-carboxamide NC1=C(C=C2C=C(C=NC2=N1)C(=O)N(CC1=NC=C(C=C1)C(F)(F)F)[C@H](C)C1=C(C=C(C=C1)F)F)Br